C(C)N1N=CC(=C1C(=O)O)F 1-ethyl-4-fluoro-1H-pyrazole-5-carboxylic acid